(4-amino-1-isopropyl-pyrazolo[3,4-d]pyrimidin-3-yl)-N-(2-fluoroethyl)-1H-indole-2-carboxamide NC1=C2C(=NC=N1)N(N=C2N2C(=CC1=CC=CC=C21)C(=O)NCCF)C(C)C